C(CCCCCCC\C=C/CCCCCCCC)OC(C)COC(C)CO dipropylene glycol monooleyl ether